C(C)[C@]1(C(OCC=2C(N3CC=4C(=NC=5C=C6C(=CC5C4/C=C/CNC(OC(C)(C)C)=O)OCO6)C3=CC21)=O)=O)O tert-butyl (S,E)-(3-(7-ethyl-7-hydroxy-8,11-dioxo-7,8,11,13-tetrahydro-10H-[1,3]dioxolo[4,5-g]pyrano[3',4':6,7]indolizino[1,2-b]quinolin-14-yl)allyl)carbamate